C(=O)(CCCCCCCCC)OCC(COC(=O)CCCCCCCCC)(COC(=O)CCCCCCCCC)CO pentaerythritol tricaprate